FC=1C=C(C=NC1)NC(=O)C=1C=C2C(=NC1)NC=C2C=2C=NC=1N(C2)C=CN1 N-(5-fluoropyridin-3-yl)-3-(imidazo[1,2-a]pyrimidin-6-yl)-1H-pyrrolo[2,3-b]pyridine-5-carboxamide